ClC=1C=C(C=NC1)[C@@H]1N(OCC1)C1=CC(=NC=N1)NC1=C(C=C(C=C1)N1CCC(CC1)N1CCN(CC1)C)OC (R)-6-(3-(5-chloropyridin-3-yl)isoxazolidin-2-yl)-N-(2-methoxy-4-(4-(4-methylpiperazine-1-yl)piperidin-1-yl)phenyl)pyrimidin-4-amine